N1N=NN=C1C1=C(C=CC=C1)NC(=O)C1=CC(=C(C(=O)NC=2C=CC(=C(C(=O)O)C2)O)C=C1O)O 5-(4-(2-(1H-Tetrazol-5-yl)phenylaminocarbonyl)-2,5-dihydroxybenzamido)-2-hydroxybenzoic acid